5-[2-(2-{8-Oxatricyclo[7.4.0.02,7]trideca-1(9),2(7),3,5,10,12-hexaen-6-sulfonamido}phenyl)ethynyl]pyridin C1=2C=3C=CC=C(C3OC2C=CC=C1)S(=O)(=O)NC1=C(C=CC=C1)C#CC=1C=CC=NC1